5-Bromo-1-methyl-1H-pyrrolo[2,3-c]pyridine-2-carboxylic Acid BrC=1C=C2C(=CN1)N(C(=C2)C(=O)O)C